(2S)-2-(9H-fluoren-9-yl-methoxycarbonyl-amino)-5-phenyl-pentanoic acid C1=CC=CC=2C3=CC=CC=C3C(C12)N([C@H](C(=O)O)CCCC1=CC=CC=C1)C(=O)OC